N1=CC=CC=2C3=CC=CC=C3C=CC12 Azaphenanthren